(1-hydroxy-6,6,9-trimethyl-3-pentyl-6a,7,8,10a-tetrahydro-6H-benzo[c]chromen-2-yl)(morpholino)methanone OC1=C2C3C(C(OC2=CC(=C1C(=O)N1CCOCC1)CCCCC)(C)C)CCC(=C3)C